(E)-5-(2-fluoro-3-methoxyphenyl)thiophene FC1=C(C=CC=C1OC)C1=CC=CS1